[Si](C)(C)(C(C)(C)C)O[C@H]1[C@H]([C@@H](O[C@@H]1CNCC#C)N1C2=NC=NC(=C2N=C1)NC(C1=CC=CC=C1)=O)OC N-[9-[(2R,3R,4R,5R)-4-[tert-butyl(dimethyl)silyl]oxy-3-methoxy-5-[(prop-2-ynylamino)methyl]tetrahydrofuran-2-yl]purin-6-yl]benzamide